ClC1=C(C=CC=C1F)C1=CC=CC2=C1NC(=NS2(=O)=O)NCCC=2C=NC=CC2 5-(2-chloro-3-fluorophenyl)-3-((2-(pyridin-3-yl)ethyl)amino)-4H-benzo[e][1,2,4]thiadiazine 1,1-dioxide